6-FLUORO-7-METHOXYINDOLE-3-CARBOXALDEHYDE FC1=CC=C2C(=CNC2=C1OC)C=O